FC1=C(CN2C(N(C(C3=C2SC(=C3CN(C)C)C3=CC=C(C=C3)NC(=O)NOC)=O)C3=CC=C(N=N3)N(S(=O)(=O)C)C)=O)C(=CC=C1)F N-(6-(1-(2,6-difluorobenzyl)-5-((dimethylamino)methyl)-6-(4-(3-methoxyureido)phenyl)-2,4-dioxo-1,2-dihydrothieno[2,3-d]pyrimidin-3(4H)-yl)pyridazin-3-yl)-N-methylmethanesulfonamide